N-{(2S,3R,4S)-1-(cyclopropanecarbonyl)-2-[(2,3'-difluoro[1,1'-biphenyl]-3-yl)methyl]-4-fluoropyrrolidin-3-yl}ethanesulfonamide triethylsilyl-2-chloropropionate C(C)[Si](CC)(CC)OC(C(C)Cl)=O.C1(CC1)C(=O)N1[C@H]([C@H]([C@H](C1)F)NS(=O)(=O)CC)CC=1C(=C(C=CC1)C1=CC(=CC=C1)F)F